ClC1=CC=C(C=C1)N1C(=C/C(/C=2C=C3C(=NC12)C=CC=C3)=C\3/C(C(N(C3=O)CC)=O)=O)C3=CC=CC=C3 (E)-4-(1-(4-chlorophenyl)-2-phenylbenzo[b][1,8]naphthyridine-4(1H)-ylidene)-1-ethylpyrrolidine-2,3,5-trione